ClC=1C(=CC(=C(C(=O)O)C1)NC1=C(C=NC2=CC=C(C=C12)Cl)S(=O)(=O)N1CCSCC1)C 5-chloro-2-[(6-chloro-3-thiomorpholinylsulfonyl-4-quinolinyl)amino]-4-methyl-benzoic acid